C(C#C)NC(=O)C1=CN(C2=NC=C(N=C21)NC2CCN(CC2)C(=O)OC(C)(C)C)COCC[Si](C)(C)C tert-Butyl 4-((7-(prop-2-yn-1-ylcarbamoyl)-5-((2-(trimethylsilyl)ethoxy)methyl)-5H-pyrrolo[2,3-b]pyrazin-2-yl)amino)piperidine-1-carboxylate